2-(2,2-dimethylpyrrolidin-1-yl)ethyl (5-(2-(2-methoxypyridin-3-yl)pyrazolo[5,1-b]thiazole-7-carboxamido)-6-methylpyridin-3-yl)carbamate COC1=NC=CC=C1C1=CN2C(S1)=C(C=N2)C(=O)NC=2C=C(C=NC2C)NC(OCCN2C(CCC2)(C)C)=O